C12N(CCNC2CC1)C=1C=C2C(=NC1)C(=NO2)NC 6-(2,5-diazabicyclo[4.2.0]oct-2-yl)-N-methylisoxazolo[4,5-b]pyridin-3-amine